NCC(CN(C(OC(C)(C)C)=O)CC(CNC(=O)OC(C)(C)C)O)O tert-butyl N-(3-amino-2-hydroxy-propyl)-N-[3-(tert-butoxycarbonylamino)-2-hydroxy-propyl]carbamate